dimethyl-benzene sodium chloride [Cl-].[Na+].CC1=C(C=CC=C1)C